5-(3-(1-(1-hydroxy-2-methylpropan-2-yl)-1H-benzo[d][1,2,3]triazol-5-yl)-1,2,4-oxadiazol-5-yl)indolin-2-one OCC(C)(C)N1N=NC2=C1C=CC(=C2)C2=NOC(=N2)C=2C=C1CC(NC1=CC2)=O